7-allyl-5-norbornene-2,3-dicarboxylic acid monoethyl ester C(C)OC(=O)C1C2C=CC(C1C(=O)O)C2CC=C